trifluoromethyl-imidazolide FC(F)(F)C=1[N-]C=CN1